2-(3-nitrophenoxy)-6,7-dihydropyrrolo[1,2-a]thiazolo[5,4-d]pyrimidin-9(5H)-one [N+](=O)([O-])C=1C=C(OC=2SC=3N=C4N(C(C3N2)=O)CCC4)C=CC1